(2-(6-((2S,6R)-2,6-dimethylmorpholino)pyridin-2-yl)-1,6-naphthyridin-7-yl)methanamine C[C@@H]1O[C@@H](CN(C1)C1=CC=CC(=N1)C1=NC2=CC(=NC=C2C=C1)CN)C